2-(2,6-dioxopiperidin-3-yl)-6-fluoro-1,3-dioxoisoindol O=C1NC(CCC1N1C(C2=CC(=CC=C2C1=O)F)=O)=O